C(CCCCCCC)NC(CCCCCCC)[Sn] 1-octylaminooctyl-tin